4-((4-(tert-butyl)phenyl)amino)-N-(1-methyl-1H-pyrazol-4-yl)cyclohexane-1-carboxamide C(C)(C)(C)C1=CC=C(C=C1)NC1CCC(CC1)C(=O)NC=1C=NN(C1)C